tert-butyl-(6'-chloro-5-(3-oxomorpholino)-[2,3'-bipyridine]) C(C)(C)(C)C=1C(=NC=C(C1)N1C(COCC1)=O)C=1C=NC(=CC1)Cl